C(C)(C)(C)OC(=O)NC(CC=1C=C2C(=NC(=NN2C1C)Cl)OC(NCC=1OC=CC1)=O)CF (6-(2-((tert-butoxycarbonyl)amino)-3-fluoropropyl)-2-chloro-7-methylpyrrolo[2,1-f][1,2,4]triazin-4-yl)(furan-2-ylmethyl)carbamate